sulfur sodium carbonate C([O-])([O-])=O.[Na+].[S+2]